S1C(=NC2=C1C=CC=C2)C(CC2=CC(=CC=C2)C(N)=NO)NS(=O)(=O)C=2C=C(NC(CC1CCN(CC1)C(=O)OC(C)(C)C)=O)C=CC2 tert-Butyl 4-[2-[3-[[1-(1,3-benzothiazol-2-yl)-2-[3-(N'-hydroxycarbamimidoyl)phenyl]ethyl]sulfamoyl]anilino]-2-oxo-ethyl]piperidine-1-carboxylate